1-(6-(1H-pyrazol-5-yl)pyridin-3-yl)-N-(4-fluorophenyl)cyclobutane-1-carboxamide N1N=CC=C1C1=CC=C(C=N1)C1(CCC1)C(=O)NC1=CC=C(C=C1)F